(Z)-6-methyl-1-(4-(methylsulfonyl)phenyl)-2-oxo-3-(quinolin-2-ylmethylene)indoline-5-carbonitrile CC1=C(C=C2/C(/C(N(C2=C1)C1=CC=C(C=C1)S(=O)(=O)C)=O)=C/C1=NC2=CC=CC=C2C=C1)C#N